1-[4-(1,3-Benzodioxol-5-ylmethyl)piperazin-1-yl]-2-(4-chlorophenoxy)ethanone O1COC2=C1C=CC(=C2)CN2CCN(CC2)C(COC2=CC=C(C=C2)Cl)=O